C[C@](N)(CO)C(=O)O Cα-methyl-serine